N-(2-(4-(difluoromethyl)piperidin-1-yl)pyrimidin-4-yl)-3-(2-fluoro-4-methoxyphenyl)isoxazol-5-amine FC(C1CCN(CC1)C1=NC=CC(=N1)NC1=CC(=NO1)C1=C(C=C(C=C1)OC)F)F